C(C)(C)(C)NC1(NC=CC=C1)C=1C(=NNC1)C(F)(F)F N-tert-butyl-2-[3-(trifluoromethyl)-1H-pyrazol-4-yl]pyridin-2-amine